3-(2-bromo-4-fluorophenyl)-2,2-dimethylbutane-1,4-diol BrC1=C(C=CC(=C1)F)C(C(CO)(C)C)CO